CC1=NN2C(N=C(C=C2N(CC2=CC=C(C=C2)C=2C=NC=NC2)CCC)C)=C1C=1C(=CC(=NC1)N(C)C)C 5-{2,5-Dimethyl-7-[propyl({[4-(pyrimidin-5-yl)phenyl]methyl})amino]pyrazolo[1,5-a]-pyrimidin-3-yl}-N,N,4-trimethylpyridin-2-amin